(S)-1-(2-(benzyloxy)ethyl)-2-chloro-4-methyl-5-(2-(trifluoromethyl)phenyl)-1H-pyrrole-3-carboxylic acid C(C1=CC=CC=C1)OCCN1C(=C(C(=C1C1=C(C=CC=C1)C(F)(F)F)C)C(=O)O)Cl